C(\C=C/C(=O)O)(=O)O.ClC1=CC2=C(CCC3=C(N2CCCCN(C/C=C/C#N)C)C=CC(=C3)OCCOCC#C)C=C1 (E)-4-{4-[7-chloro-2-(2-prop-2-ynoxyethoxy)-10,11-dihydro-5H-dibenzo[b,f]azepin-5-yl]butyl-methyl-amino}but-2-enenitrile maleate